C(=O)(OC(C)(C)C)N1CC(NCC1)CO 4-N-BOC-2-hydroxymethylpiperazine